methyl 4-((4-bromo-6-fluoro-1H-indol-5-yl)thio)pyridine-2-carbimidothioate hydroiodide I.BrC1=C2C=CNC2=CC(=C1SC1=CC(=NC=C1)C(=N)SC)F